1,1'-bis[(E)-3-(4-methoxyphenyl)-3-oxopropenyl]Ferrocene COC1=CC=C(C=C1)C(/C=C/[C-]1C=CC=C1)=O.[C-]1(C=CC=C1)\C=C\C(C1=CC=C(C=C1)OC)=O.[Fe+2]